5-(4-fluoro-1-isopropyl-2-methyl-1H-benzo[d]imidazol-6-yl)-2-(3,3,3-trifluoropropyl)-7H-pyrrolo[2,3-d]pyrimidine FC1=CC(=CC=2N(C(=NC21)C)C(C)C)C2=CNC=1N=C(N=CC12)CCC(F)(F)F